tert-butyl N-[2-[(2-amino-3H-thieno[3,4-b]azepine-4-carbonyl)-propyl-amino]oxyethyl]carbamate NC=1CC(=CC=2C(N1)=CSC2)C(=O)N(OCCNC(OC(C)(C)C)=O)CCC